2-hydroxy-2-methylpropyl-3-oxo-2-(pyridin-3-yl)-6-[4-(trifluoromethoxy)phenyl]-2,3-dihydropyridazine OC(CC=1C(N(N=C(C1)C1=CC=C(C=C1)OC(F)(F)F)C=1C=NC=CC1)=O)(C)C